trans-2-(4-((4-(2-(tert-Butyl)oxazol-4-yl)pyridin-2-yl)((4-(4-methoxy-3-methylphenyl)bicyclo[2.2.2]octan-1-yl)methyl)carbamoyl)cyclohexyl)acetic acid C(C)(C)(C)C=1OC=C(N1)C1=CC(=NC=C1)N(C(=O)[C@@H]1CC[C@H](CC1)CC(=O)O)CC12CCC(CC1)(CC2)C2=CC(=C(C=C2)OC)C